(R,E)-N-(2-(2-bromo-6-fluorophenyl)ethylidene)-2-methylpropane-2-sulfinamide BrC1=C(C(=CC=C1)F)C\C=N\[S@](=O)C(C)(C)C